(R)-6-(3-(2,3-difluorophenyl)isoxazolidin-2-yl)-N-(2-methoxy-4-(3-(4-methylpiperazine-1-yl)azetidin-1-yl)phenyl)pyrimidin-4-amine FC1=C(C=CC=C1F)[C@@H]1N(OCC1)C1=CC(=NC=N1)NC1=C(C=C(C=C1)N1CC(C1)N1CCN(CC1)C)OC